6-amino-2-(cyclopropyloxy)-5-(3-hydroxy-2,6-dimethyl-phenyl)pyrrolo[2,3-b]pyrazine-7-carboxamide NC1=C(C=2C(=NC=C(N2)OC2CC2)N1C1=C(C(=CC=C1C)O)C)C(=O)N